C(CC)(=O)N1CCC2=CC(=CC=C12)C1=CC=C(C(=O)NCC2=CN=NC=C2)C=C1 4-(1-propionyl-indolin-5-yl)-N-(pyridazin-4-ylmethyl)benzamide